trans-4-(((trans-4-(3-Chloro-4-methoxyphenyl) cyclohexyl)methyl)(4-(1-isopropyl-1H-pyrazol-4-yl)pyridin-2-yl) carbamoyl)cyclohexyl 4-methylpiperazine-1-carboxylate CN1CCN(CC1)C(=O)O[C@@H]1CC[C@H](CC1)C(N(C1=NC=CC(=C1)C=1C=NN(C1)C(C)C)C[C@@H]1CC[C@H](CC1)C1=CC(=C(C=C1)OC)Cl)=O